O1C(=NC=C1)C1CC(C1)C(C(=O)N)C (3-(oxazol-2-yl)cyclobutyl)propanamide